5-[[2-[(2S,5R)-5-methyl-2-(2-oxoindolin-5-yl)-1-piperidyl]-2-oxo-acetyl]amino]pyridine-3-carboxamide C[C@@H]1CC[C@H](N(C1)C(C(=O)NC=1C=C(C=NC1)C(=O)N)=O)C=1C=C2CC(NC2=CC1)=O